(R)-2-((3-chloro-5-(2-(6-((2-methoxyethyl)(methyl)amino)-2-methylhex-3-yl)-2,6-diazaspiro[3.4]oct-6-yl)-1,2,4-triazin-6-yl)oxy)-N-ethyl-5-fluoro-N-isopropyl-benzamide ClC=1N=NC(=C(N1)N1CC2(CN(C2)[C@@H](C(C)C)CCCN(C)CCOC)CC1)OC1=C(C(=O)N(C(C)C)CC)C=C(C=C1)F